CC(CN1N=CC(=C1)C=1N=CC=2N(C1)C(=CN2)C2=NC(=CC=C2)N[C@H]2CNCCC2)(C)O (R)-2-methyl-1-(4-(3-(6-(piperidin-3-ylamino)pyridin-2-yl)imidazo[1,2-a]pyrazin-6-yl)-1H-pyrazol-1-yl)propan-2-ol